methyl 5-(hydroxymethyl)-6-oxo-1H-pyridazine-3-carboxylate OCC1=CC(=NNC1=O)C(=O)OC